N-(5-chloro-2-((2-fluorophenyl)sulfonamido)phenyl)benzamide ClC=1C=CC(=C(C1)NC(C1=CC=CC=C1)=O)NS(=O)(=O)C1=C(C=CC=C1)F